P(=O)(O)(O)NC(N(C)CC(=O)O)=N 2-(3-phosphono-1-methylguanidino)acetic acid